(S)-3-((S)-sec-butyl)-9-chloro-5-phenyl-1,3-dihydro-2H-benzo[e][1,4]diazepin-2-one [C@H](C)(CC)[C@@H]1N=C(C2=C(NC1=O)C(=CC=C2)Cl)C2=CC=CC=C2